1-(4-fluorophenyl)-6-methyl-indazole-5-carbaldehyde FC1=CC=C(C=C1)N1N=CC2=CC(=C(C=C12)C)C=O